BrC=1C=CC(=NC1)C(=O)N(C1=NC=CC2=CC(=CC=C12)F)[C@H]1CN(CCC1)C(=O)OC(C)(C)C tert-butyl (R)-3-(5-bromo-N-(6-fluoroisoquinolin-1-yl)picolinamido)piperidine-1-carboxylate